N=1C(CCC1)C1=NC(=CC(=C1)C1N=CCC1)C1N=CCC1 2,4,6-Tri(3,4-dihydro-2H-pyrrol-2-yl)pyridine